ClC1=C(C=CC=C1)[C@@H]1[C@@](OC1)(C1=C(C=C(C=C1)F)F)CN1N=CN=C1 |o1:7,8| 1-{[rel-(2R,3S)-3-(2-chlorophenyl)-2-(2,4-difluorophenyl)oxetan-2-yl]methyl}-1H-1,2,4-triazol